5,5'-methylenedifuranamine C(C1=CC=C(O1)N)C1=CC=C(O1)N